C(CCCCCCCCCCC)[Sn](CCCC)CCCC dodecyl-dibutyl-tin